tert-butyl (S)-2-(7-chloro-2-ethyl-3-oxo-1,2,3,4-tetrahydroisoquinolin-5-yl)pyrrolidine-1-carboxylate ClC1=CC(=C2CC(N(CC2=C1)CC)=O)[C@H]1N(CCC1)C(=O)OC(C)(C)C